methyl-thiopropane CSCCC